13-bromo-19,21-difluoro-14-methoxy-4-methyl-16,16-dioxo-9-oxa-3,16λ6-dithia-5,17-diazatetracyclo[16.3.1.111,15.02,6]tricosa-1(22),2(6),4,11,13,15(23),18,20-octaen-10-one BrC=1C=C2C(OCCC=3N=C(SC3C=3C(=CC(=C(NS(C(C1OC)=C2)(=O)=O)C3)F)F)C)=O